C(CCCCCCCCCCC)[N-]CCCCCCCCCCCC bisdodecyl-amide